FC(C)(C)C=1OC(=CN1)C(=O)N1[C@H](C2=C(CC1)NC=N2)C2=NN1C(C=CC=C1)=C2 (R)-(2-(2-fluoropropan-2-yl)oxazol-5-yl)(4-(pyrazolo[1,5-a]pyridin-2-yl)-1,4,6,7-tetrahydro-5H-imidazo[4,5-c]pyridin-5-yl)methanone